ClC=1C=CC=2C3=C(CN(C2C1)C=1C(=NC=CC1)C1CC1)N=CN3C 7-chloro-5-(2-cyclopropylpyridin-3-yl)-1-methyl-1,5-dihydro-4H-imidazo[4,5-c]quinoline